N-(3-((3-aminopropyl)(methyl)amino)propyl)-3-(6,8-dichloro-2-methyl-1,2,3,4-tetrahydroisoquinolin-4-yl)benzenesulfonamide NCCCN(CCCNS(=O)(=O)C1=CC(=CC=C1)C1CN(CC2=C(C=C(C=C12)Cl)Cl)C)C